5-{5h,6h,7h,8h-imidazo[1,2-a]pyrazine-7-carbonyl}-6-methyl-N-(1-methylcyclopropyl)furo[2,3-d]pyrimidin-4-amine N=1C=CN2C1CN(CC2)C(=O)C2=C(OC=1N=CN=C(C12)NC1(CC1)C)C